2-[(methoxycarbonyl)amino]ethyl methacrylate C(C(=C)C)(=O)OCCNC(=O)OC